4-bromo-2-[1-[(4-methoxyphenyl)methoxy]-1-methylethyl]-6-methyl-pyridine BrC1=CC(=NC(=C1)C)C(C)(C)OCC1=CC=C(C=C1)OC